2-chloro-4,9-dimethyl-1,10-phenanthroline ClC1=NC2=C3N=C(C=CC3=CC=C2C(=C1)C)C